FC1=C(C=C(C(=C1)[N+](=O)[O-])F)OCC1=CC=C(C=C1)F 1,4-difluoro-2-((4-fluorobenzyl)oxy)-5-nitrobenzene